OP(=O)(C)C(C(=O)O)CC [hydroxy(methyl)phosphoryl]butanoic acid